tert-butyl (2R,3S,4S)-3-[({2-[(tert-butoxycarbonyl)amino]ethyl}carbamoyl)oxy]-4-[(tert-butoxycarbonyl)oxy]-2-[(4-methoxyphenyl) methyl]pyrrolidine-1-carboxylate C(C)(C)(C)OC(=O)NCCNC(=O)O[C@H]1[C@H](N(C[C@@H]1OC(=O)OC(C)(C)C)C(=O)OC(C)(C)C)CC1=CC=C(C=C1)OC